C([2H])N1N=CC=C1N (methyl-d)-1H-pyrazol-5-amine